tert-butyl 2-(3-(tert-butyl)phenyl)-5-(hydroxymethyl)-1H-indole-1-carboxylate C(C)(C)(C)C=1C=C(C=CC1)C=1N(C2=CC=C(C=C2C1)CO)C(=O)OC(C)(C)C